C1(CC1)(C1CC1)N1N=NC(=C1)[C@H](C1=C2C=CC=NC2=CC=C1)NC=1C=C2C(=C(C=NC2=C(C1)C#N)C#N)NCC(C(F)(F)F)(C)C (S)-6-(((1-([1,1'-bi(cyclopropan)]-1-yl)-1H-1,2,3-triazol-4-yl)(quinolin-5-yl)methyl)amino)-4-((3,3,3-trifluoro-2,2-dimethylpropyl)amino)quinoline-3,8-dicarbonitrile